3-(heptadecan-9-yloxy)-5-pentadecylphenol CCCCCCCCC(CCCCCCCC)OC=1C=C(C=C(C1)CCCCCCCCCCCCCCC)O